C1(CC1)C(CO)NC(=S)NC(OC(C)(C)C)=O tert-Butyl N-[(1-cyclopropyl-2-hydroxyethyl)carbamothioyl]carbamate